CC=1C=C(C=CC1C)C1CCN(CC1)C(=O)C1CC2(C1)NC(OC2)=O (2s,4s)-2-(4-(3,4-dimethylphenyl)piperidine-1-carbonyl)-7-oxa-5-azaspiro[3.4]octan-6-one